N-(6-bromopyridin-2-yl)-2-azabicyclo[2.1.1]hexane-1-carboxamide TFA salt OC(=O)C(F)(F)F.BrC1=CC=CC(=N1)NC(=O)C12NCC(C1)C2